N-[3-(2-Hydroxyethyl)phenyl]-2-[4-([1,2,4]triazolo[1,5-a]pyridin-7-yl)phenyl]acetamide OCCC=1C=C(C=CC1)NC(CC1=CC=C(C=C1)C1=CC=2N(C=C1)N=CN2)=O